(3-bromo-4-fluorophenyl)-3-((3-cyano-6-cyclopropylpyridin-2-yl)thio)propanamide ethyl-4-(6-(3-hydroxypropoxy)-5-methoxybenzo[b]thiophen-2-yl)-4-oxobutanoate C(C)OC(CCC(=O)C1=CC2=C(S1)C=C(C(=C2)OC)OCCCO)=O.BrC=2C=C(C=CC2F)C(C(=O)N)CSC2=NC(=CC=C2C#N)C2CC2